C(#N)C1=CC=C(C=C1)C=1N=C2C(=NC1)N=C(S2)N2CC(=CC(=C2)C2=C(C=CC=C2)OC)F N-(6-(4-cyanophenyl)thiazolo[4,5-b]pyrazin-2-yl)-3-fluoro-5-(2-methoxyphenyl)pyridine